C1(=CC=CC=C1)P(C1=CC(=CC=C1)C1=CC=C2C=CC3=CC=CC4=CC=C1C2=C34)(C3=CC(=CC=C3)C3=CC=C4C=CC2=CC=CC1=CC=C3C4=C21)=O phenyl-bis(3-(pyrene-1-yl)phenyl)phosphine oxide